FC=1C(=NC(=NC1)NC1=NC=CC(=C1)N1CCNCC1)C1=CC2=C(OCCN2C(C)C)C(=C1)F 5-fluoro-4-(8-fluoro-4-isopropyl-3,4-dihydro-2H-benzo[b][1,4]oxazin-6-yl)-N-(4-(piperazin-1-yl)pyridin-2-yl)pyrimidin-2-amine